N-(((3R,4R,5R,6R)-4,5-bis(benzyloxy)-6-((benzyloxy)methyl)tetrahydro-2H-pyran-3-yl)methyl)acetamide C(C1=CC=CC=C1)O[C@@H]1[C@@H](CO[C@@H]([C@@H]1OCC1=CC=CC=C1)COCC1=CC=CC=C1)CNC(C)=O